ClC=1C=C(C=C(C1)C1=NOC(=N1)C1CCC1)NCCC1=CC=C(C=C1)CCN1[C@@H]([C@H]([C@@H]([C@H](C1)O)O)O)CO (2R,3R,4R,5S)-1-{2-[4-(2-{[3-chloro-5-(5-cyclobutyl-1,2,4-oxadiazol-3-yl)phenyl]amino}ethyl)phenyl]ethyl}-2-(hydroxymethyl)piperidine-3,4,5-triol